Behenyl alcohol C(CCCCCCCCCCCCCCCCCCCCC)O